OC=1C=C(C=CC1O)/C=C/C(=O)O[C@H]1[C@@H](C[C@@](C[C@H]1OC(\C=C\C1=CC(=C(C=C1)OC)O)=O)(C(=O)OC)O)O methyl (1R,3R,4S,5R)-4-{[(2E)-3-(3,4-dihydroxyphenyl)prop-2-enoyl]oxy}-1,3-dihydroxy-5-{[(2E)-3-(3-hydroxy-4-methoxyphenyl)prop-2-enoyl]oxy}cyclohexane-1-carboxylate